C(CCCCCCCC=CCC=CCC=CC)(=O)O 9,12,15-heptadecatrienoic acid